bis-tertiary butyl-cumene C(C)(C)(C)C=1C(=C(C=CC1)C(C)C)C(C)(C)C